(S)-2-(4-(7-(8-chloronaphthalen-1-yl)-8-fluoro-2-((1-(pyrrolidin-1-ylmethyl)cyclopropyl)methoxy)pyridino[4,3-d]pyrimidin-4-yl)-1-(2-fluoroacryloyl)piperazin-2-yl)acetonitrile ClC=1C=CC=C2C=CC=C(C12)C1=C(C=2N=C(N=C(C2C=N1)N1C[C@@H](N(CC1)C(C(=C)F)=O)CC#N)OCC1(CC1)CN1CCCC1)F